(3-(2-chloro-5-fluorophenyl)-7-methoxy-1-oxo-2,3-dihydro-1H-pyrrolo[3,4-f]quinolin-4-yl)-3-fluoro-5-(trifluoromethyl)benzamide ClC1=C(C=C(C=C1)F)C1NC(C2=C3C=CC(=NC3=CC(=C21)C2=C(C(=O)N)C=C(C=C2F)C(F)(F)F)OC)=O